Methyl-(S,E)-(7-(dimethylamino)-1-((1-((4-isobutyl-2-methyl-5H-pyrrolo[3,2-d]pyrimidin-6-yl)methyl)-2-oxo-1,2-dihydropyridin-3-yl)amino)-1,7-dioxohept-5-en-2-yl)carbamat COC(N[C@H](C(=O)NC=1C(N(C=CC1)CC1=CC=2N=C(N=C(C2N1)CC(C)C)C)=O)CC\C=C\C(=O)N(C)C)=O